NC1=CC=C(C=C1)C(C(=O)NCC1=CC=CC=C1)N(C(C#C)=O)C1=CC(=CC=C1)OC N-(1-(4-Aminophenyl)-2-(benzylamino)-2-oxoethyl)-N-(3-methoxyphenyl)-propiolamide